N4-(4-methoxyphenyl)pyrimidine-2,4-diamine COC1=CC=C(C=C1)NC1=NC(=NC=C1)N